C(C1=CC=CC=C1)N(C1=C2NC(N(C2=NC=N1)[C@H]1[C@H](CN(CC1)C(=O)OC(C)(C)C)F)=O)CC1=CC=CC=C1 tert-butyl (3S,4R)-4-[6-(dibenzylamino)-8-oxo-7H-purin-9-yl]-3-fluoropiperidine-1-carboxylate